tert-butyl ((2R,4R)-2-methylpiperidin-4-yl)carbamate C[C@H]1NCC[C@H](C1)NC(OC(C)(C)C)=O